Methyl 3-bromo-4,5-dimethylbenzoate BrC=1C=C(C(=O)OC)C=C(C1C)C